ClC[C@@H]1CN(C2=CC(=C3C(=C12)C(=CS3)C)O)C(=O)OC(C)(C)C tert-butyl (S)-8-(chloromethyl)-4-hydroxy-1-methyl-7,8-dihydro-6H-thieno[3,2-e]indole-6-carboxylate